2-(2-oxo-2,3-dihydro-1H-pyrido[2,3-b][1,4]thiazin-3-yl)acetic acid O=C1NC2=C(SC1CC(=O)O)N=CC=C2